tert-butyl (2R,4S)-4-(4-(1H-imidazole-1-carbonyl)piperazine-1-carbonyl)-2-(tert-butyl)-4-methyloxazolidine-3-carboxylate N1(C=NC=C1)C(=O)N1CCN(CC1)C(=O)[C@]1(N([C@H](OC1)C(C)(C)C)C(=O)OC(C)(C)C)C